2-(p-isopropylphenylphenoxy)-ethyl acrylate C(C=C)(=O)OCCOC1=C(C=C(C=C1)C(C)C)C1=CC=CC=C1